1-chlorobenzene-2,3,4,5,6-d5 ClC1=C(C(=C(C(=C1[2H])[2H])[2H])[2H])[2H]